C(C)OC(CCCCCCC\C=C/CCCCCCCC(=O)N)OCC diethoxyoleoyl-amine